C(CCCC(=O)OC(C(NCCC(OCCN1CCOCC1)=O)=O)C(COC(CCCC(OCC(CCCCCCCC)CCCCCC)=O)=O)(C)C)(=O)OCC(CCCCCC)OC(CCCCC1SSCC1)=O 2-((5-(1,2-dithiolan-3-yl)pentanoyl)oxy)octyl (20-hexyl-10,10-dimethyl-1-morpholino-4,8,13,17-tetraOxo-3,12,18-trioxa-7-azaoctacosan-9-yl) glutarate